1-[(3S)-3-fluoropyrrolidin-1-yl]ethanone F[C@@H]1CN(CC1)C(C)=O